FC=1C=C(CC=2C=C3C(=NNC3=CC2)C#CC2=NC=CC=C2)C=CC1 5-(3-fluorobenzyl)-3-(pyridin-2-ylethynyl)-1H-indazole